CC1(CCCC1)COS(=O)(=O)C1=CC=C(C=C1)C (1-methylcyclopentyl)methyl-4-methylbenzenesulfonate